2-((1H-pyrrolo[2,3-b]pyridin-5-yl)oxy)-4-(4-((2-(3-isopropylbicyclo[1.1.1]pentan-1-yl)-4,4-dimethylcyclohex-1-en-1-yl)methyl)piperazin-1-yl)benzoic acid N1C=CC=2C1=NC=C(C2)OC2=C(C(=O)O)C=CC(=C2)N2CCN(CC2)CC2=C(CC(CC2)(C)C)C21CC(C2)(C1)C(C)C